BrC1=CC=C2C[C@@H](NCC2=C1)C(=O)O (3R)-7-bromo-1,2,3,4-tetrahydroisoquinoline-3-carboxylic acid